C(C1=CC=CC=C1)[C@H](CCCNC(=O)C=1C=CC2=C(C=3CCCCC3N=C2C1)Cl)C(=O)N1CCC(CC1)CN1C=NC2=CC(=CC=C2C1=O)NC(CCN1CCN(CC1)C)=O (S)-N-(4-benzyl-5-(4-((7-(3-(4-methylpiperazin-1-yl)propanamido)-4-oxoquinazolin-3(4H)-yl)methyl)piperidin-1-yl)-5-oxopentyl)-9-chloro-5,6,7,8-tetrahydroacridine-3-carboxamide